2-(5-((2R,5S)-2-(4-fluorophenyl)-5-methylpiperidin-1-carbonyl)pyridin-2-yl)-N-methyl-N'-tert-butyloxycarbonylguanidine FC1=CC=C(C=C1)[C@@H]1N(C[C@H](CC1)C)C(=O)C=1C=CC(=NC1)N=C(NC)NC(=O)OC(C)(C)C